7-chloro-4-(ethylamino)-1-phenyl-quinazolin-2(1H)-one ClC1=CC=C2C(=NC(N(C2=C1)C1=CC=CC=C1)=O)NCC